tert-butyl ((S)-2-hydroxy-3-(3-((1-(hydroxymethyl)cyclopropyl)sulfonyl) phenoxy)propyl)((S)-1-oxa-8-azaspiro[4.5]decan-3-yl)carbamate O[C@@H](CN(C(OC(C)(C)C)=O)[C@@H]1COC2(C1)CCNCC2)COC2=CC(=CC=C2)S(=O)(=O)C2(CC2)CO